((1-(6-(Trifluoromethyl)pyridin-3-yl)-1H-pyrrolo[2,3-b]pyridin-5-yl)methyl)-1,4-oxazepane FC(C1=CC=C(C=N1)N1C=CC=2C1=NC=C(C2)CC2OCCCNC2)(F)F